[Co].C(=O)N formamide cobalt